C[Sn](C)(Cl)Cl Dimethyl-tin Dichloride